4-(1-methylpyrrolidin-2-yl)-1-(6-nitropiperidin-3-yl)piperidin-4-ol CN1C(CCC1)C1(CCN(CC1)C1CNC(CC1)[N+](=O)[O-])O